((3R,5R)-3,5-dimethylpiperidin-1-yl)pyridin C[C@H]1CN(C[C@@H](C1)C)C1=NC=CC=C1